(R)-3-bromo-N-(4-cyano-3-chloro-phenyl)-2-hydroxy-2-methylpropanamide BrC[C@](C(=O)NC1=CC(=C(C=C1)C#N)Cl)(C)O